6-(difluoromethyl)3-methylpyridazin-4-amine FC(C1=CC(=C(N=N1)C)N)F